3,5-dimethoxy-4-bromophenylpropylamine COC=1C=C(C=C(C1Br)OC)CCCN